9-chloro-tetrahydroacridine ClC=1C2=CC=CC=C2N=C2CCCCC12